2-((S)-1-methylpyrrolidin-2-yl)propanamide CN1[C@@H](CCC1)C(C(=O)N)C